Monoperoxy Carbonate C1(OOOO1)=O